C[Si](C)(C)C=CC1=CC=CC=C1 trimethylsilyl-styrene